C(C(C)C)C=C(C(=O)[O-])C#N iso-butyl-cyanoacrylate